CNC(=O)C1=NN(C(=C1)C(=O)NC=1SC(=NN1)C(F)(F)F)[C@@H](C)C1=CC=CC=C1 (S)-N3-Methyl-1-(1-phenylethyl)-N5-(5-(trifluoromethyl)-1,3,4-thiadiazol-2-yl)-1H-pyrazole-3,5-dicarboxamide